4-(difluoromethyl)-5-(4-(N-morpholinyl)-6-(piperazin-1-yl)-1,3,5-triazin-2-yl)pyrimidin-2-amine FC(C1=NC(=NC=C1C1=NC(=NC(=N1)N1CCOCC1)N1CCNCC1)N)F